ClC1=CC=C(C=C1)C=1C2=C(NC([C@@H](N1)CC(=O)OC)=O)C=CC(=C2)OC Methyl (S)-2-(5-(4-chlorophenyl)-7-methoxy-2-oxo-2,3-dihydro-1H-benzo[e][1,4]diazepin-3-yl)acetate